2,2,3,3,4,4,5,5,6,6,7,7,8,8,9,9,9-heptadecafluorononylethylene glycol acrylate C(C=C)(=O)O.FC(CC(CO)O)(C(C(C(C(C(C(C(F)(F)F)(F)F)(F)F)(F)F)(F)F)(F)F)(F)F)F